1-(2-((2S,4R)-4-fluoro-2-(2-(4-methyl-4H-1,2,4-triazol-3-yl)phenylcarbamoyl)pyrrolidin-1-yl)-2-oxoethyl)-5-(pyridazin-4-yl)-1H-indazole-3-carboxamide F[C@@H]1C[C@H](N(C1)C(CN1N=C(C2=CC(=CC=C12)C1=CN=NC=C1)C(=O)N)=O)C(NC1=C(C=CC=C1)C1=NN=CN1C)=O